N1CCC2NCCCC21 octahydro-1H-pyrrolo[3,2-b]pyridine